4-[1-cyclopentyl-7-[4-(4-methylpiperazin-1-yl)anilino]-2-oxo-4H-pyrimido[4,5-d]pyrimidin-3-yl]-3,4-dihydro-2H-quinoline-1-carboxylic acid tert-butyl ester C(C)(C)(C)OC(=O)N1CCC(C2=CC=CC=C12)N1C(N(C2=NC(=NC=C2C1)NC1=CC=C(C=C1)N1CCN(CC1)C)C1CCCC1)=O